OC=1C=C(C2=CC=CC=C2C1)N1CC=2N=C(N=C(C2CC1)N1CCNCC1)OC[C@H]1CN(CCC1)C(=O)OC(C)(C)C tert-butyl (3R)-3-[[7-(3-hydroxy-1-naphthyl)-4-piperazin-1-yl-6,8-dihydro-5H-pyrido[3,4-d]pyrimidin-2-yl]oxymethyl]piperidine-1-carboxylate